C1(=CC=CC=C1)C(CCC=1SC=CC1)=O 1-phenyl-3-(2-thienyl)-1-propanone